COC1=CC=C(CN(C=2C=3N(C(=C(N2)C=2C=C(C#N)C=CC2)C2=NC=NC=C2)N=C(N3)C=O)CC3=CC=C(C=C3)OC)C=C1 3-(8-(bis(4-methoxybenzyl)amino)-2-formyl-5-(pyrimidin-4-yl)-[1,2,4]triazolo[1,5-a]pyrazin-6-yl)benzonitrile